OC(C(=O)N)CC1=CC=NC=C1 2-hydroxy-3-(pyridin-4-yl)propanamide